(R)-1-(5-chloro-3-fluoropyridin-2-yl)-3-((1s,3S)-3-hydroxycyclobutyl)-4-(4-methylbenzyl)piperazine-2,5-dione ClC=1C=C(C(=NC1)N1C([C@H](N(C(C1)=O)CC1=CC=C(C=C1)C)C1CC(C1)O)=O)F